[Al+3].C(C)P([O-])(=O)CC.C(C)P([O-])(=O)CC.C(C)P([O-])(=O)CC diethyl-phosphinic acid aluminium salt